OC=1C=C(C=CC1OC)C=CC(=O)C1=C(C=CC=C1)C(F)(F)F 3-(3-Hydroxy-4-methoxyphenyl)-1-[2-(trifluoromethyl)phenyl]prop-2-en-1-one